1-[4-[3-[4-[Bis(2-hydroxyethyl)amino]phenyl]prop-2-enoyl]phenyl]-3-[(4-methoxyphenyl)methyl]urea OCCN(C1=CC=C(C=C1)C=CC(=O)C1=CC=C(C=C1)NC(=O)NCC1=CC=C(C=C1)OC)CCO